1H-benzo[d]imidazol-2(3H)-one Trifluoroacetate FC(C(=O)O)(F)F.N1C(NC2=C1C=CC=C2)=O